glycine isopropylester C(C)(C)OC(CN)=O